OC=1C=C(C=C(C1O)O)CNC(=O)C=1C(=CC(=C(C1)C(=O)NCC1=CC(=C(C(=C1)O)O)O)C(=O)NCC1=CC(=C(C(=C1)O)O)O)C(=O)NCC1=CC(=C(C(=C1)O)O)O N,N',N'',N'''-tetrakis(3,4,5-trihydroxyphenylmethyl)-1,2,4,5-benzenetetracarboxamide